CN(C1=NC(=CC2=CC=CC=C12)C1=CC=C(C=C1)F)C N,N-dimethyl-3-(p-fluorophenyl)isoquinolin-1-amine